[Cl-].C(#N)C=1C=CC(=NC1)N1N=CN=C1[C@H](C)[NH3+] [(1S)-1-[2-(5-cyano-2-pyridyl)-1,2,4-triazol-3-yl]ethyl]ammonium chloride